N1N(CC2=CC=CC=C12)CNC(=S)NC1=CC=C(C=C1)OC 1-((1H-indazol-2-yl)methyl)-3-(4-methoxyphenyl)thiourea